CC=1C=C2C=C(C(NC2=CC1)=O)C[C@@H](C(=O)OC)NC Methyl (S)-3-(6-methyl-2-oxo-1,2-dihydroquinolin-3-yl)-2-(methylamino)propanoate